OC1=C(C(=O)O)C=CC(=N1)C 2-hydroxy-6-methyl-nicotinic acid